(1R,4r)-4-((R)-1-(((R)-4-(((R)-1-(1-ethyl-1H-pyrazol-4-yl)-2-(piperidin-1-yl)ethyl)amino)-6-phenyl-5,6,7,8-tetrahydroquinazolin-2-yl)amino)propyl)cyclohexane-1-carboxylic acid C(C)N1N=CC(=C1)[C@H](CN1CCCCC1)NC1=NC(=NC=2CC[C@H](CC12)C1=CC=CC=C1)N[C@H](CC)C1CCC(CC1)C(=O)O